chloro-(isoxazol-3-ylmethyl)-triphenyl-phosphane ClC=1C(=C(C=CC1)P(C1=CC=CC=C1)C1=CC=CC=C1)CC1=NOC=C1